ClC1=C(C=C(C=C1)C1CC(N(CC1)C1=CC(=NN1COCC[Si](C)(C)C)C1=C(C=NC=C1)C1CC1)=O)F 4-(4-chloro-3-fluorophenyl)-1-(3-(3-cyclopropylpyridin-4-yl)-1-((2-(trimethylsilyl)ethoxy)methyl)-1H-pyrazol-5-yl)piperidin-2-one